C(C1=CC=CC=C1)OC1=C(C(OC12CCC(CC2)OCCOCCOCCOCCOCCOCC(=O)O)=O)C2=C(C=C(C=C2C)C)C 17-(((5r,8r)-4-(benzyloxy)-3-mesityl-2-oxo-1-oxaspiro[4.5]dec-3-en-8-yl)oxy)-3,6,9,12,15-pentaoxaheptadecanoic acid